5-Bromo-2,3-bis(4-fluorophenyl)quinoxaline BrC1=C2N=C(C(=NC2=CC=C1)C1=CC=C(C=C1)F)C1=CC=C(C=C1)F